1-[4-cyano-6-(naphthalen-2-ylamino)pyrimidin-2-yl]-5-amino-1H-pyrazole-4-carboxylic acid C(#N)C1=NC(=NC(=C1)NC1=CC2=CC=CC=C2C=C1)N1N=CC(=C1N)C(=O)O